FC1N(CCC(C1)N)S(=O)(=O)C fluoro-1-methanesulfonylpiperidin-4-amine